octadecylmethyldihydroxyethylammonium bromide [Br-].C(CCCCCCCCCCCCCCCCC)[NH+](CC(O)O)C